2-(7-cyano-5-ethylbenzo[b]thiophen-2-yl)-4-methylthiazole-5-carboxylic acid C(#N)C1=CC(=CC2=C1SC(=C2)C=2SC(=C(N2)C)C(=O)O)CC